ClC1=C(C=CC=C1)C(C(C(=O)OCC)Br)Br ethyl 3-(2-chlorophenyl)-2,3-dibromopropionate